ethyl (E)-4-(5-(6-methyl-4,8-dioxo-1,3,6,2-dioxazaborocan-2-yl)-5-(((2,2,2-trichloroethoxy)sulfonyl)amino)pent-3-en-1-yl)benzoate CN1CC(OB(OC(C1)=O)C(/C=C/CCC1=CC=C(C(=O)OCC)C=C1)NS(=O)(=O)OCC(Cl)(Cl)Cl)=O